COC=1N=CC2=CC=CC(=C2C1)C1(CC1)NC(C1=C(C=CC(=C1)OCC1N(CC1)C)C)=O N-(1-(3-Methoxyisoquinolin-5-yl)cyclopropyl)-2-methyl-5-((1-methylazetidin-2-yl)methoxy)benzamide